2-chloromethyl-5-(4-fluorobenzyl)cyclopentanol ClCC1C(C(CC1)CC1=CC=C(C=C1)F)O